(S)-N-(2,6-Dioxopiperidin-3-yl)-2-fluoro-4-(4-formylpiperidin-1-yl)benzamide niobium [Nb].O=C1NC(CC[C@@H]1NC(C1=C(C=C(C=C1)N1CCC(CC1)C=O)F)=O)=O